3-(1-((5-bromo-4H-1,2,4-triazol-3-yl)methyl)piperidin-4-yl)-1H-indole BrC=1NC(=NN1)CN1CCC(CC1)C1=CNC2=CC=CC=C12